ClC=1C=NN(C1C(=O)NC1=NC=C(C=C1C)C#CC1=CC=CC=C1)[C@@H]1C[C@H](C1)NC(C(C)C)=O 4-chloro-1-(trans-3-isobutyramidocyclobutyl)-N-(3-methyl-5-(phenylethynyl)pyridin-2-yl)-1H-pyrazole-5-carboxamide